C1(=CC=C(C=C1)C1=NC(=NC(=N1)C1=CC=CC=2C(C3=CC=CC=C3C12)(C1=CC=CC=C1)C1=CC=CC=C1)C1=CC=CC=C1)C1=CC=CC=C1 2-([1,1'-Biphenyl]-4-yl)-4-(9,9-diphenyl-9H-fluoren-4-yl)-6-phenyl-1,3,5-triazine